((N-phenylmorpholine-4-carboxamido)methyl)nicotinic acid methyl ester COC(C1=C(N=CC=C1)CN(C(=O)N1CCOCC1)C1=CC=CC=C1)=O